[Mn](=O)(=O)(=O)[O-].C(CCC)[N+](CCCC)(CCCC)CCCC Tetrabutylammonium Permanganate